neodymium pentyl (pentylphosphonate) C(CCCC)P(OCCCCC)([O-])=O.[Nd+3].C(CCCC)OP([O-])(=O)CCCCC.C(CCCC)OP([O-])(=O)CCCCC